3-{[4-(2-amino-8-methoxy-4-quinazolinyl)-1H-1,2,3-triazol-1-yl]methyl}-1-cyclopropyl-1H-pyridin-2-one NC1=NC2=C(C=CC=C2C(=N1)C=1N=NN(C1)CC=1C(N(C=CC1)C1CC1)=O)OC